CN1C(=NN=C1C1=CC2=CC=CC=C2C=C1)SCC(=O)NC1=CC=CC=C1 2-{[4-methyl-5-(2-naphthyl)-4H-1,2,4-triazol-3-yl]sulfanyl}-N-phenylacetamide